C1(CCCC1)NC1=C(C=C2C(NC(=NC2=C1)CSC1CCN(CC1)C(=O)OC(C)(C)C)=O)F tert-Butyl 4-(((7-(cyclopentylamino)-6-fluoro-4-oxo-3,4-dihydroquinazolin-2-yl)methyl)thio)piperidine-1-carboxylate